ClC1=CC=C(OC(ON=[N+](N(CC)CC)[O-])ON=[N+](N(CC)CC)[O-])C=C1 7-(4-Chlorophenoxy)-3,11-diethyl-6,8-dioxa-3,4,5,9,10,11-hexaazatridec-4,9-dien-4,10-dioxide